FC1=C(C=C(C=C1)[C@@H](C)SC1=NN=CN1C)NC(C1=NC(=CC=C1)C(F)(F)F)=O (R)-N-(2-fluoro-5-(1-((4-methyl-4H-1,2,4-triazol-3-yl)thio)ethyl)phenyl)-6-(trifluoromethyl)picolinamide